bis(cinnamyl)palladium (II) dichloride C(C=CC1=CC=CC=C1)[Pd-2](CC=CC1=CC=CC=C1)(Cl)Cl